COC=1C=C(C=CC1OCC1=C(C=CC=C1)C(F)(F)F)C=1C2=C(NC(C1)=O)NC=C2 4-(3-methoxy-4-{[2-(trifluoromethyl)phenyl]methoxy}phenyl)-1H,6H,7H-pyrrolo[2,3-b]pyridin-6-one